CC1=C(C2=C(N1)\C(\CC21CCC1)=C\1/C(NC2=CC=C(C=C12)N1[C@H](COCC1)C)=O)C(=O)O (S,Z)-2'-methyl-6'-(5-(3-methylmorpholino)-2-oxoindolin-3-ylidene)-5',6'-dihydro-1'H-spiro[cyclobutane-1,4'-cyclopenta[b]pyrrole]-3'-carboxylic acid